4-(4-fluoro-3-((4-(trifluoromethoxy)benzyl)oxy)phenoxy)-1H-1,2,3-triazole-5-carboxylic acid FC1=C(C=C(OC=2N=NNC2C(=O)O)C=C1)OCC1=CC=C(C=C1)OC(F)(F)F